(2s,4s)-2-(4-(2,4-difluoro-3-methylphenyl)piperidine-1-carbonyl)-7-oxa-5-azaspiro[3.4]octan-6-one FC1=C(C=CC(=C1C)F)C1CCN(CC1)C(=O)C1CC2(C1)NC(OC2)=O